CN1CCN(CC1)C(CNC(\C=C\C1=CC=C(C=C1)C1=CC=CC=C1)=O)=O (E)-N-[2-(4-methylpiperazin-1-yl)-2-oxoethyl]-3-(4-phenylphenyl)prop-2-enamide